3-(1-oxo-4-((4-((3-(4-(4-(quinoxalin-2-yl)-1H-pyrazol-1-yl)piperidin-1-yl)phenyl)amino)cyclohexyl)amino)isoindolin-2-yl)piperidine-2,6-dione O=C1N(CC2=C(C=CC=C12)NC1CCC(CC1)NC1=CC(=CC=C1)N1CCC(CC1)N1N=CC(=C1)C1=NC2=CC=CC=C2N=C1)C1C(NC(CC1)=O)=O